1,8-diamino-2-methyloctane NCC(CCCCCCN)C